5-fluoro-3-(2-fluoro-4-nitro-phenoxy)-1-(p-tolylsulfonyl)-2,3-dihydropyrrolo[2,3-b]pyridin-2-ol FC=1C=C2C(=NC1)N(C(C2OC2=C(C=C(C=C2)[N+](=O)[O-])F)O)S(=O)(=O)C2=CC=C(C=C2)C